OC[C@H]1[C@@H](C1)C=O ((1r,2r)-2-(hydroxymethyl)cyclopropyl)methanone